4-([(5-ACETYL-2-METHOXYPHENYL)METHYL]AMINO)BUTANOIC ACID C(C)(=O)C=1C=CC(=C(C1)CNCCCC(=O)O)OC